tert-butyl-(2-((4r,5r)-5-phenyl-2,2-dimethyl-1,3-dioxolan-4-yl)ethoxy)dimethylsilane C(C)(C)(C)[Si](C)(C)OCC[C@H]1OC(O[C@@H]1C1=CC=CC=C1)(C)C